N-[4-[4-[[2-(4-chlorophenyl)-4,4-dimethylcyclohexen-1-yl]methyl]piperazin-1-yl]-2-(1H-pyrrolo[2,3-b]pyridin-5-yloxy)phenyl]sulfonyl-1,5-dimethylpyrazole-3-carboxamide ClC1=CC=C(C=C1)C1=C(CCC(C1)(C)C)CN1CCN(CC1)C1=CC(=C(C=C1)S(=O)(=O)NC(=O)C1=NN(C(=C1)C)C)OC=1C=C2C(=NC1)NC=C2